Methyl 5-(2-(2-chlorophenyl)pyrrolidin-1-yl)-3-fluoropyrazine-2-carboxylate ClC1=C(C=CC=C1)C1N(CCC1)C=1N=C(C(=NC1)C(=O)OC)F